2-((3R,4S)-3-amino-4-fluoropiperidin-1-yl)-1-((5-cyanopyridin-2-yl)methyl)-1H-benzo[d]imidazole-6-carbonitrile N[C@@H]1CN(CC[C@@H]1F)C1=NC2=C(N1CC1=NC=C(C=C1)C#N)C=C(C=C2)C#N